tert-butyl 4-[5-(methylcarbamoyl)pyrazolo[1,5-a]pyridin-2-yl]-3-oxo-piperazine-1-carboxylate CNC(=O)C1=CC=2N(C=C1)N=C(C2)N2C(CN(CC2)C(=O)OC(C)(C)C)=O